C(#N)CC1(CN(C1)S(=O)(=O)CC)N1CCN(CC1)C1=C2C(=NC(=C1)NC(=O)C1CC1)NC=C2 N-(4-(4-(3-(cyanomethyl)-1-(ethylsulfonyl)azetidin-3-yl)piperazin-1-yl)-1H-pyrrolo[2,3-b]pyridin-6-yl)cyclopropylcarboxamide